tert-Butyl (3-cyano-7-fluoro-4-(5-fluoro-3-((2S,3S)-2-methyl-3-(4-methylpiperazin-1-yl)pyrrolidin-1-yl)-7,9-dihydrofuro[3,4-f]quinazolin-6-yl)thieno[3,2-c]pyridin-2-yl)carbamate C(#N)C1=C(SC2=C1C(=NC=C2F)C=2C1=C(C=3C=NC(=NC3C2F)N2[C@H]([C@H](CC2)N2CCN(CC2)C)C)COC1)NC(OC(C)(C)C)=O